(2-chloro-6-(trifluoromethyl)pyridin-4-yl)(4-methyl-4H-1,2,4-triazol-3-yl)methanol ClC1=NC(=CC(=C1)C(O)C1=NN=CN1C)C(F)(F)F